CC(C1=CC=CC=C1)C1=C(C=CC=C1)O α-methylbenzylphenol